3-(3-fluoro-4-methoxyphenyl)-3-(6-(2-(5,6,7,8-tetrahydro-1,8-naphthyridin-2-yl)ethyl)-2-azaspiro[3.3]hept-2-yl)propionic acid FC=1C=C(C=CC1OC)C(CC(=O)O)N1CC2(C1)CC(C2)CCC2=NC=1NCCCC1C=C2